(2R)-2-(6-{5-chloro-2-[(oxacyclohex-4-yl)amino]pyrimidin-4-yl}-1-oxo-2,3-dihydro-1H-isoindol-2-yl)-N-[(1S,2S)-2-hydroxy-1-(3-methoxyphenyl)propyl]propionamide ClC=1C(=NC(=NC1)NC1CCOCC1)C1=CC=C2CN(C(C2=C1)=O)[C@@H](C(=O)N[C@H]([C@H](C)O)C1=CC(=CC=C1)OC)C